ClC1=C(C=CC(=C1)Cl)C1=NC(=NC=C1C=1NC(=CN1)C)NCCNC1=CC=C(C=N1)C#N 6-[2-[[4-(2,4-dichlorophenyl)-5-(5-methyl-1H-imidazol-2-yl)pyrimidin-2-yl]amino]ethylamino]pyridine-3-carbonitrile